3-(2-(2-((2-(2,6-dioxopiperidin-3-yl)-1,3-dioxoisoindolin-5-yl)oxy)ethoxy)ethoxy)propanoic acid O=C1NC(CCC1N1C(C2=CC=C(C=C2C1=O)OCCOCCOCCC(=O)O)=O)=O